CC(C(=O)OCC)(CCCCC\C=C\CCCCCC(C(=O)OCC)(C)C)C diethyl (E)-2,2,15,15-tetramethylhexadec-8-enedioate